tert-butyl (1R,5S)-3-(7-chloro-8-fluoro-2-(3-hydroxyazetidin-1-yl)pyrido[4,3-d]pyrimidin-4-yl)-3,8-diazabicyclo[3.2.1]octane-8-carboxylate ClC1=C(C=2N=C(N=C(C2C=N1)N1C[C@H]2CC[C@@H](C1)N2C(=O)OC(C)(C)C)N2CC(C2)O)F